3-chloro-6-piperazin-1-yl-11H-benzo[b][1,4]benzodiazepine ClC1=CC2=C(CN=C3C(=N2)C(=CC=C3)N3CCNCC3)C=C1